C(C)(=O)OCC(COC(C)=O)OCN1C=2N=C(NC(C2N=C1)=O)NC(C)=O 9-(1,3-diacetoxy-2-propoxymethyl)-N2-acetylguanine